methyl 2-(bromomethyl)-5-iodo-3-methoxybenzoate BrCC1=C(C(=O)OC)C=C(C=C1OC)I